[Si](C)(C)(C(C)(C)C)OC(C=O)C 2-(t-butyldimethylsilyloxy)propanal